CC1(NC(CC(C1)C1=NC(=NC=C1C(F)(F)F)N)(C)C)C 4-(2,2,6,6-tetramethylpiperidin-4-yl)-5-(trifluoromethyl)pyrimidin-2-amine